tert-butyl 3-hydrazineylazetidine-1-carboxylate N(N)C1CN(C1)C(=O)OC(C)(C)C